4-(2-fluoro-5-methoxyphenyl)-2-(2-methoxyphenyl)-5-(pyrazin-2-ylmethyl)-1H-pyrazolo[4,3-c]pyridine-3,6(2H,5H)-dione FC1=C(C=C(C=C1)OC)C=1N(C(C=C2C1C(N(N2)C2=C(C=CC=C2)OC)=O)=O)CC2=NC=CN=C2